N-isopropyl-4-(4-(trifluoromethyl)phenoxy)quinoline-7-carboxamide C(C)(C)NC(=O)C1=CC=C2C(=CC=NC2=C1)OC1=CC=C(C=C1)C(F)(F)F